CN(/C=C/C(=O)C1(COC1)C)C (E)-3-(dimethylamino)-1-(3-methyl-oxetan-3-yl)propane-2-en-1-one